[Zr].ClC1=C(C(C(=O)O)=CC(=C1)Cl)O 3,5-dichlorosalicylic acid zirconium